BrC=1C(=C(OCCCC2CCN(CC2)CC(=O)O)C=CC1)C 2-[4-[3-(3-bromo-2-methyl-phenoxy)propyl]-1-piperidyl]acetic acid